CC1(CC(=O)C2=C(O1)C=C3C=C(C(=C(C3=C2O)OC)C4=C5C(=C(C6=C4C=C(C=C6OC)OC)O)C(=O)CC(O5)(C)O)OC)O The molecule is a dimeric naphthopyran with formula C32H30O12, isolated from several Aspergillus species. It has a role as an Aspergillus metabolite and a marine metabolite. It is a biaryl, a polyphenol, an aromatic ether, a cyclic hemiketal, an aromatic ketone, a cyclic ketone and a naphtho-gamma-pyrone.